FC(S(=O)(=O)OC1=C(C=C(C=C1)S(N(CCC)C)(=O)=O)N1C2CN(CC1CC2)C(C2=C(C=C(C=C2)F)Cl)=O)(F)F [2-[3-(2-chloro-4-fluoro-benzoyl)-3,8-diazabicyclo[3.2.1]octan-8-yl]-4-[methyl(propyl)sulfamoyl]phenyl] trifluoromethanesulfonate